ClC1=NC2=C(N1C1=NN=NN1)C=CC=C2 2-chloro-1-(1H-tetrazol-5-yl)-1H-benzo[d]Imidazole